tert-butyl ((R)-1-(((R)-(3-(2-((6-fluoro-2-methylpyridin-3-yl)oxy)-4-methyl-5-(trifluoromethyl) nicotinamido)phenyl)(methyl)(oxo)-λ6-sulfaneylidene)amino)-1-oxopropan-2-yl)carbamate FC1=CC=C(C(=N1)C)OC1=C(C(=O)NC=2C=C(C=CC2)[S@](=O)(C)=NC([C@@H](C)NC(OC(C)(C)C)=O)=O)C(=C(C=N1)C(F)(F)F)C